C12C3=CC=CC=C3C(CCC1)N2C(C(C)O)C 3-{12-Aza-tricyclo[6.3.1.02,7]Dodeca-2,4,6-trien-12-yl}butan-2-ol